tert-butyl (4R)-2-(4-(2,4-difluoro-6-(2-methoxyethoxy)phenyl)-3-fluoro-7-hydroxythieno[2,3-c]pyridin-5-yl)-4-methyl-6,7-dihydropyrazolo[1,5-a]pyrazine-5(4H)-carboxylate FC1=C(C(=CC(=C1)F)OCCOC)C1=C2C(=C(N=C1C1=NN3C([C@H](N(CC3)C(=O)OC(C)(C)C)C)=C1)O)SC=C2F